NC1=NC(=NC=N1)C=1C=C(C=C(C1)Cl)C1(COCCN1C(C=C)=O)C 1-(3-(3-(4-amino-1,3,5-triazin-2-yl)-5-chlorophenyl)-3-methylmorpholino)prop-2-en-1-one